3-(6-(((R)-7-Fluoro-4-(6-(((R)-tetrahydrofuran-3-yl)oxy)pyridin-3-yl)-2,3-dihydro-1H-inden-1-yl)oxy)pyridin-3-yl)hex-4-ynoic acid ethyl ester C(C)OC(CC(C#CC)C=1C=NC(=CC1)O[C@@H]1CCC2=C(C=CC(=C12)F)C=1C=NC(=CC1)O[C@H]1COCC1)=O